C(C)(C)(C)OC(=O)N1C=CC2=C(C=CC=C12)C(C(=O)OCC)[N+](=O)[O-] 4-(2-ethoxy-1-nitro-2-oxoethyl)-1H-indole-1-carboxylic acid tert-butyl ester